FC1=C(N(C2=C1C=1C=NN(C1C=C2)S(=O)(=O)C2=CC=CC=C2)CC2=CC=C(CCN1C(C3=CC=CC=C3C1=O)=O)C=C2)C2=C(C=CC=C2)C 2-(4-((8-fluoro-3-(phenylsulfonyl)-7-(o-tolyl)pyrrolo[3,2-e]indazol-6(3H)-yl)methyl)phenethyl)isoindoline-1,3-dione